2-fluoro-1-(4-(3-((6-(trifluoromethyl)pyridin-3-yl)amino)pyrazin-2-yl)piperazin-1-yl)prop-2-en-1-one FC(C(=O)N1CCN(CC1)C1=NC=CN=C1NC=1C=NC(=CC1)C(F)(F)F)=C